C(C)(C)(C)OC(=O)N1CC(CCC1)N1N=C(C=2C1=NC=NC2N)C2=CC=C(C=C2)OC2=CC=CC=C2 N-tert-butoxycarbonyl-3-[4-amino-3-(4-phenoxyphenyl)-1H-pyrazolo[3,4-d]pyrimidin-1-yl]piperidine